O=C1NC2=C(OC1)N=CC=N2 3-oxo-4H-pyrazino[2,3-b][1,4]oxazin